1-(3,4-difluoro-5-(methoxymethoxy)phenyl)-5-(5-(methoxymethoxy)pyridine-2-yl)-1H-indazole FC=1C=C(C=C(C1F)OCOC)N1N=CC2=CC(=CC=C12)C1=NC=C(C=C1)OCOC